[H-].[Na+].FC=1C=C2CC(CC2=CC1F)(C(=O)OCC)C(=O)OCC Diethyl 5,6-difluoro-1,3-dihydro-2H-indene-2,2-dicarboxylate Sodium hydride